9-Fluoro-8-(6-fluoro-1-methyl-1H-indol-4-yl)-1,4,4,7-tetramethyl-5H-[1,2,4]triazolo[4,3-a]quinoxaline FC=1C(=C(C=C2NC(C=3N(C12)C(=NN3)C)(C)C)C)C3=C1C=CN(C1=CC(=C3)F)C